2,6-di-tert-butyl-4-(2-thienylmethylene)cyclohexa-2,5-dien-1-one C(C)(C)(C)C=1C(C(=CC(C1)=CC=1SC=CC1)C(C)(C)C)=O